NC=1N=CC(=NC1OC(C)C1=C(C(=CC=C1F)F)Cl)C1=CC=C(C=C1)C(=O)N1CCC(CC1)N1CCCC1 (4-{5-amino-6-[1-(2-chloro-3,6-difluoro-phenyl)-ethoxy]-pyrazin-2-yl}-phenyl)-(4-pyrrolidin-1-yl-piperidin-1-yl)-methanone